FC1=CC=C(CNOC)C=C1 N-(4-fluorobenzyl)-O-methylhydroxylamine